N1C=C(C2=CC=CC=C12)CCC(=O)N1CC(OCC1)C1=NC=C(C=C1)CC1=CC=C(C=C1)C 3-(1H-indol-3-yl)-1-(2-(5-(4-methylbenzyl)pyridin-2-yl)morpholino)propan-1-one